4-[cis-4-[4-(6-chloropyridazin-4-yl)piperazin-1-yl]cyclohexyl]-3,4-dihydro-2H-1,4-benzoxazine ClC1=CC(=CN=N1)N1CCN(CC1)[C@H]1CC[C@H](CC1)N1CCOC2=C1C=CC=C2